NC1=NC(=C2N=CN(C2=N1)[C@H]1C=C[C@H](C1)CO[P@](=O)(OC1=CC=CC=C1)N[C@@H](C)C(=O)OC(C)C)OCCOC Isopropyl ((S)-(((1S,4R)-4-(2-amino-6-(2-methoxyethoxy)-9H-purin-9-yl)cyclopent-2-en-1-yl)methoxy)(phenoxy)phosphoryl)-L-alaninate